5-(3,5-dimethylisoxazol-4-yl)-1-(3-fluoro-4-nitrobenzyl)-3-methyl-1,3-dihydro-2H-benzo[d]imidazol-2-one CC1=NOC(=C1C1=CC2=C(N(C(N2C)=O)CC2=CC(=C(C=C2)[N+](=O)[O-])F)C=C1)C